3-(Undecyloxy)benzyl 3-(phosphonooxy)azetidine-1-carboxylate ammonium salt [NH4+].P(=O)(O)(O)OC1CN(C1)C(=O)OCC1=CC(=CC=C1)OCCCCCCCCCCC